6-(3,4-Dimethylphenyl)-N-[3-(4-methoxyphenyl)azetidin-3-yl]-4-oxo-4,5-dihydropyrazolo[1,5-a]-pyrazine-2-carboxamide hydrochloride Cl.CC=1C=C(C=CC1C)C=1NC(C=2N(C1)N=C(C2)C(=O)NC2(CNC2)C2=CC=C(C=C2)OC)=O